C1=CC=CC=2C3=CC=CC=C3C(C12)COC(=O)N[C@H](C(=O)O)CC=1C=NC(=CC1)N1CCS(CC1)(=O)=O (S)-2-((((9H-fluoren-9-yl)methoxy)carbonyl)amino)-3-(6-(1,1-dioxidothiomorpholino)pyridin-3-yl)propanoic acid